COC(=O)C1=NC=CC(=C1F)OC(F)(F)Br (bromodifluoromethoxy)-3-fluoropyridinecarboxylic acid methyl ester